tert-butyl (3-(benzyloxy)-7-bromonaphthalen-2-yl)carbamate C(C1=CC=CC=C1)OC=1C(=CC2=CC(=CC=C2C1)Br)NC(OC(C)(C)C)=O